ClC1=CC=C(C=C1)C1=C(C=C(C=C1)C=1N=NNC1C(=O)O)OC(F)(F)F 4-(4'-chloro-2-(trifluoromethoxy)-[1,1'-biphenyl]-4-yl)-1H-1,2,3-triazole-5-carboxylic acid